N1(C=NC=C1)C=1C=NN(C1)[C@H](CCOC)C1=NC=C(C=C1)C1=C(C(=CC=C1N1N=NN=C1)Cl)F |o1:10| (R*)-2-(1-(4-(1H-imidazol-1-yl)-1H-pyrazol-1-yl)-3-methoxypropyl)-5-(3-chloro-2-fluoro-6-(1H-tetrazol-1-yl)phenyl)pyridine